Methyl (2R)-2-(tert-butoxycarbonylamino)-5,5-dimethyl-hexanoate C(C)(C)(C)OC(=O)N[C@@H](C(=O)OC)CCC(C)(C)C